C(C1=CC=CC=C1)N[C@H](CC1=CC=CC=C1)C (S)-N-benzyl-1-phenylpropan-2-amine